C(C)(C)(C)OC(=O)NC1(CC1)C(=O)O 1-[(tert-butoxycarbonyl)amino]cyclopropane-1-carboxylic acid